FC=1C(NC(N(C1)C1=CC=C(C=C1)N1CCN(CC1)C(=O)OC(C)(C)C)=O)=O tert-Butyl 4-(4-(5-fluoro-2,4-dioxo-3,4-dihydropyrimidin-1(2H)-yl)phenyl)piperazine-1-carboxylate